N,N-Dihydroxyethyl-p-Toluidine CC1=CC=C(C=C1)N(CCO)CCO